C1(CC1)C=1C(=C(N=NC1C(F)(F)F)OC1=C(C=C(C=C1)F)C)C(=O)O 5-cyclopropyl-3-(4-fluoro-2-methyl-phenoxy)-6-(trifluoromethyl)pyridazine-4-carboxylic acid